N-[5-ethylsulfonyl-6-[1-methyl-6-oxo-5-(2,2,3,3,3-pentafluoropropoxy)pyrimidin-2-yl]-2-pyridyl]-N-methyl-cyclopropanecarboxamide C(C)S(=O)(=O)C=1C=CC(=NC1C=1N(C(C(=CN1)OCC(C(F)(F)F)(F)F)=O)C)N(C(=O)C1CC1)C